(S)-2-(5-(N-(8-hydroxyoctyl)-1-(isoquinolin-4-yl)piperidine-3-carboxamido)-2-oxopyridin-1(2H)-yl)acetic acid OCCCCCCCCN(C(=O)[C@@H]1CN(CCC1)C1=CN=CC2=CC=CC=C12)C=1C=CC(N(C1)CC(=O)O)=O